N-{3-[(5-bromo-2-chloropyrimidin-4-yl)amino]propyl}-N-methylcyclobutanecarboxamide BrC=1C(=NC(=NC1)Cl)NCCCN(C(=O)C1CCC1)C